(4aR,8aS)-6-[4-(4-chloro-3-cyclopropyl-phenoxy)piperidine-1-carbonyl]-4,4a,5,7,8,8a-hexahydropyrido[4,3-b][1,4]oxazin-3-one ClC1=C(C=C(OC2CCN(CC2)C(=O)N2C[C@@H]3[C@@H](OCC(N3)=O)CC2)C=C1)C1CC1